tert-butyl N-[[4-[6-[3-[4-[4-[(2,6-dioxo-3-piperidyl)amino]phenyl]-1-piperidyl]propyl]pyrrolo[2,1-f][1,2,4]triazin-4-yl]-2-methyl-phenyl]methyl]carbamate O=C1NC(CCC1NC1=CC=C(C=C1)C1CCN(CC1)CCCC=1C=C2C(=NC=NN2C1)C1=CC(=C(C=C1)CNC(OC(C)(C)C)=O)C)=O